tert-Butyl-((3R,5R)-1-(2-(6-bromo-1-(cyclopropylmethyl)-1H-indol-2-yl)-4-methoxy-3-methylbenzofuran-6-carbonyl)-5-fluoropiperidin-3-yl)carbamate C(C)(C)(C)OC(N[C@H]1CN(C[C@@H](C1)F)C(=O)C1=CC2=C(C(=C(O2)C=2N(C3=CC(=CC=C3C2)Br)CC2CC2)C)C(=C1)OC)=O